4-hydroxy-2,5-dimethyl-furan-3-one OC=1C(C(OC1C)C)=O